C(#N)C1=NC(=NC(=C1)C)N1CCC2(CC1)CC1=CC=C(C=C1[C@H]2N[S@](=O)C(C)(C)C)OC (R)-N-((S)-1'-(4-cyano-6-methylpyrimidin-2-yl)-5-methoxy-1,3-dihydrospiro[indene-2,4'-piperidin]-3-yl)-2-methylpropane-2-sulfinamide